bis[N-(3-acenaphthyl)-N-phenylamino]biphenyl C1CC2=C(C=CC3=CC=CC1=C23)N(C2=CC=CC=C2)C2=CC=C(C=C2)C2=CC=C(C=C2)N(C2=C3CCC=1C=CC=C(C=C2)C13)C1=CC=CC=C1